(3aR,5R,6aS)-N-[1-(2,2-difluoroethyl)-1H-pyrazolo[3,4-b]pyrazin-6-yl]-2-[2-(trifluoromethyl)pyridin-3-yl]-octahydrocyclopenta[c]pyrrol-5-amine FC(CN1N=CC=2C1=NC(=CN2)NC2C[C@@H]1[C@@H](CN(C1)C=1C(=NC=CC1)C(F)(F)F)C2)F